(5R)-2-(6-Ethylpyridin-3-yl)-5-methyl-N-[(3S)-9-fluoro-2-oxo-5-phenyl-1,3-dihydro-1,4-benzodiazepin-3-yl]-6,7-dihydro-5H-pyrazolo[5,1-b][1,3]oxazine-3-carboxamide C(C)C1=CC=C(C=N1)C1=NN2C(O[C@@H](CC2)C)=C1C(=O)N[C@@H]1C(NC2=C(C(=N1)C1=CC=CC=C1)C=CC=C2F)=O